1-methoxy-2-propanol butyl-acetate C(CCC)CC(=O)OC(COC)C